tert-butyl 4-(3-methoxy-4-(4,4,5,5-tetramethyl-1,3,2-dioxaborolan-2-yl)-1H-pyrazol-1-yl)piperidine-1-carboxylate COC1=NN(C=C1B1OC(C(O1)(C)C)(C)C)C1CCN(CC1)C(=O)OC(C)(C)C